methyl (2S)-2-[[(2S)-2-[(7-chloro-1H-indole-2-carbonyl)amino]-3-cyclopropyl-propanoyl]amino]-3-[(3S)-2-oxo-3-piperidyl]propanoate ClC=1C=CC=C2C=C(NC12)C(=O)N[C@H](C(=O)N[C@H](C(=O)OC)C[C@H]1C(NCCC1)=O)CC1CC1